3-(5-(((R)-1-(3-(difluoromethyl)-2-fluorophenyl)ethyl)amino)-1-methyl-2-oxo-1,2-dihydro-1,6-naphthyridin-3-yl)-3-methoxypyrrolidine-1-carboxylic acid tert-butyl ester C(C)(C)(C)OC(=O)N1CC(CC1)(OC)C=1C(N(C2=CC=NC(=C2C1)N[C@H](C)C1=C(C(=CC=C1)C(F)F)F)C)=O